FC1=CC=C(C=C1)\C=C\C(=O)C1=CC=C(C=C1)F trans-4,4'-difluorochalcone